CN1CC2=CC=CC=C2CC1 2-methyl-1,2,3,4-tetrahydroisoquinoline